N-(2-Chloro-3-(3-chloro-2-(4-(((3-fluoropropyl)amino)methyl)-3-methoxyphenyl)pyridin-4-yl)phenyl)-5-(((3-fluoropropyl)amino)methyl)picolinamide ClC1=C(C=CC=C1C1=C(C(=NC=C1)C1=CC(=C(C=C1)CNCCCF)OC)Cl)NC(C1=NC=C(C=C1)CNCCCF)=O